N-(azetidin-3-yl)-2-(4-((2-(2,6-difluorophenyl)-5-oxo-6,7-dihydro-5H-pyrrolo[3,4-d]pyrimidin-4-yl)amino)phenyl)acetamide N1CC(C1)NC(CC1=CC=C(C=C1)NC=1C2=C(N=C(N1)C1=C(C=CC=C1F)F)CNC2=O)=O